Cl.ClC1=CC=C2C(=NC=NC2=C1)NN=CC=1C=NC(=CC1)N1C=NC(=C1C)C 7-chloro-4-(2-((6-(4,5-dimethyl-1H-imidazol-1-yl)pyridin-3-yl)methylene)hydrazineyl)quinazoline hydrochloride